N-(5-chloro-6-(3-methyl-1H-1,2,4-triazol-1-yl)pyridin-3-yl)-1-(isoquinolin-8-yl)-5-(trifluoromethyl)-1H-pyrazole-4-carboxamide ClC=1C=C(C=NC1N1N=C(N=C1)C)NC(=O)C=1C=NN(C1C(F)(F)F)C=1C=CC=C2C=CN=CC12